2-(4-((1R,5S)-3,8-diazabicyclo[3.2.1]octan-3-yl)-8-fluoro-2-((2-fluorotetrahydro-1H-pyrrolizin-7a(5H)-yl)methoxy)pyrido[4,3-d]pyrimidin-7-yl)-3-fluorophenol [C@H]12CN(C[C@H](CC1)N2)C=2C1=C(N=C(N2)OCC23CCCN3CC(C2)F)C(=C(N=C1)C1=C(C=CC=C1F)O)F